4-methyl-1λ6-thiane-1,1-dione CC1CCS(CC1)(=O)=O